C(C)(C)(C)OC(=O)N[C@H](CC=1C=C2C(=NC(=NN2C1C#CC)Cl)N(C(OC(C)(C)C)=O)CC=1OC=CC1)[C@H](C)F tert-butyl (6-((2R,3s)-2-((tert-butoxycarbonyl)amino)-3-fluorobutyl)-2-chloro-7-(prop-1-yn-1-yl)pyrrolo[2,1-f][1,2,4]triazin-4-yl)(furan-2-ylmethyl)carbamate